FC=1C=C2CN(CC2=CC1)C(=O)NC1=CC=C(C=C1)C1CCN(CC1)S(=O)(=O)CCOCCOCCO 5-fluoro-N-(4-(1-((2-(2-(2-hydroxyethoxy)ethoxy)ethyl)sulfonyl)piperidin-4-yl)phenyl)isoindoline-2-carboxamide